2-amino-6-chloro-4-ethylpyridine-3,5-dicarbonitrile NC1=NC(=C(C(=C1C#N)CC)C#N)Cl